CC1=CC=C(CN2C=3N(C4=C(C2=O)CN(CC4)CC4=CC(=CC(=C4)F)F)CCCN3)C=C1 6-(4-methylbenzyl)-3-(3,5-difluorobenzyl)-1,2,3,4,6,8,9,10-octahydro-5H-pyrido[3,4-e]pyrimido[1,2-a]pyrimidin-5-one